mercapto(sulfur) S[S]